(S)-2-(1-(5-(6-chloro-3-(1H-imidazol-1-yl)-5-methoxy-1-methyl-1H-pyrrolo[3,2-b]-pyridin-2-yl)-4H-1,2,4-triazol-3-yl)-2,2,2-trifluoroethoxy)-ethan-1-ol ClC=1C=C2C(=NC1OC)C(=C(N2C)C=2NC(=NN2)[C@@H](C(F)(F)F)OCCO)N2C=NC=C2